tert-butyl (S)-5-((S)-2-((((9H-fluoren-9-yl)methoxy)carbonyl)amino)propanamido)-1-(chloromethyl)-1,2-dihydro-3H-benzo[e]indole-3-carboxylate C1=CC=CC=2C3=CC=CC=C3C(C12)COC(=O)N[C@H](C(=O)NC=1C2=C(C=3[C@@H](CN(C3C1)C(=O)OC(C)(C)C)CCl)C=CC=C2)C